4-amino-5-(4-chlorophenyl)-7-(t-butyl)pyrazolo[3,4-d]pyrimidine NC1=C2C(N(CN1C1=CC=C(C=C1)Cl)C(C)(C)C)=NN=C2